d-alpha-methylvaline C[C@](N)(C(C)C)C(=O)O